BrC=1C=C2C(=NC=NC2=C(C1)OC)NCC=1N=NC(=CC1)C 6-bromo-8-methoxy-N-((6-methylpyridazin-3-yl)methyl)quinazolin-4-amine